CC(CN1C[C@]2(CCS(C2)(=O)=O)CC1)(CC=1C=NC(=CC1)C(F)(F)F)C (R)-7-(2,2-dimethyl-3-(6-(trifluoromethyl)pyridin-3-yl)propyl)-2-thia-7-azaspiro[4.4]nonane 2,2-dioxide